CC1(N2C3=NC(=CC=C3C(OC2[C@H](C1)C)=O)N1N=C(C=C1)OCCC1(CC1)C(F)(F)F)C (5S)-3,3,5-trimethyl-12-(3-{2-[1-(trifluoromethyl)cyclopropyl]ethoxy}-1H-pyrazol-1-yl)-7-oxa-2,13-diaza-tricyclo[7.4.0.02,6]tridecan-1(13),9,11-trien-8-one